ClC=1C=C(NC2(CCC3(C(=CC4=CC(=C(C=C34)OCC)C)C[C@H](COCC3=CC=C(C=C3)OC)C)CC2)C(=O)O)C=CC1 (1r,4R)-4-(3-chloroanilino)-6'-ethoxy-2'-{(2R)-3-[(4-methoxyphenyl)methoxy]-2-methylpropyl}-5'-methylspiro[cyclohexane-1,1'-indene]-4-carboxylic acid